6-chloro-4-phenyl-3-(5-(pyridin-3-yl)-4,5-dihydro-1H-pyrazol-3-yl)quinolin-2(1H)-one ClC=1C=C2C(=C(C(NC2=CC1)=O)C1=NNC(C1)C=1C=NC=CC1)C1=CC=CC=C1